5-(3,4-dihydroquinolin-1(2H)-yl)-8-(((2S,4R)-4-fluoro-1-methylpyrrolidin-2-yl)methoxy)-10-(piperazin-1-yl)-3,4-dihydro-2H-pyrano[2,3-f]quinazoline N1(CCCC2=CC=CC=C12)C1=C2C(=C3C(=NC(=NC3=C1)OC[C@H]1N(C[C@@H](C1)F)C)N1CCNCC1)OCCC2